NC=1C=CC(=C2CN(C(C12)=O)C(=O)OC(C)(C)C)Cl tert-butyl 7-amino-4-chloro-1-oxo-3H-isoindole-2-carboxylate